5-methylsulfanylpyridine-3-carboxylic acid CSC=1C=C(C=NC1)C(=O)O